Heptadecan-9-yl-8-((2-(didodecylamino)ethyl)(2-hydroxyethyl)amino)octanoate CCCCCCCCC(CCCCCCCC)OC(CCCCCCCN(CCO)CCN(CCCCCCCCCCCC)CCCCCCCCCCCC)=O